N-(4-(1-(cyclopropanecarbonyl)indolin-5-yl)-5-methylthiazol-2-yl)-2-(3-((5-((2-(2,6-dioxopiperidin-3-yl)-1,3-dioxoisoindolin-4-yl)amino)-3-morpholinopentyl)oxy)phenyl)acetamide C1(CC1)C(=O)N1CCC2=CC(=CC=C12)C=1N=C(SC1C)NC(CC1=CC(=CC=C1)OCCC(CCNC1=C2C(N(C(C2=CC=C1)=O)C1C(NC(CC1)=O)=O)=O)N1CCOCC1)=O